(S)-4-(pyrrolidin-3-yloxy)-N-(quinoxalin-6-ylmethyl)pyridin-3-amine N1C[C@H](CC1)OC1=C(C=NC=C1)NCC=1C=C2N=CC=NC2=CC1